NCC1=NNC(C2=CC=C(C=C12)C=1C=NN(C1\C=C(/C#N)\C1=CC(=C(C=C1)Cl)F)C)=O (Z)-3-(4-(4-(aminomethyl)-1-oxo-1,2-dihydro-phthalazin-6-yl)-1-methyl-1H-pyrazol-5-yl)-2-(4-chloro-3-fluorophenyl)acrylonitrile